FC1=CC=C2C(=CNC2=C1)CC(=O)N1[C@@H](COCC1)C(=O)O (S)-4-(2-(6-fluoro-1H-indol-3-yl)acetyl)morpholine-3-carboxylic acid